6-Amino-2-[3-chloro-4-[(5-isopropyl-6-oxo-1H-pyridazin-3-yl)oxy]-5-methyl-phenyl]-4H-1,2,4-triazine-3,5-dione NC=1C(NC(N(N1)C1=CC(=C(C(=C1)C)OC1=NNC(C(=C1)C(C)C)=O)Cl)=O)=O